O[C@@H]1CC[C@H](CC1)C(=O)N(C1=CC(=CC=C1)C1=NN(C=C1)C)C[C@@H]1CC[C@H](CC1)C1=CC(=C(C=C1)OC)C trans-4-hydroxy-N-((trans-4-(4-methoxy-3-methylphenyl)cyclohexyl)methyl)-N-(3-(1-methyl-1H-pyrazol-3-yl)phenyl)cyclohexanecarboxamide